Tert-butyl 2-(3-fluorophenyl)morpholine-4-carboxylate FC=1C=C(C=CC1)C1CN(CCO1)C(=O)OC(C)(C)C